N-[(6-Amino-2-pyridyl)sulfonyl]-6-[6-[isobutyl(methyl)amino]-5-methyl-3-pyridyl]-2-[(4S)-2,2,4-trimethylpyrrolidin-1-yl]pyridin-3-carboxamid NC1=CC=CC(=N1)S(=O)(=O)NC(=O)C=1C(=NC(=CC1)C=1C=NC(=C(C1)C)N(C)CC(C)C)N1C(C[C@@H](C1)C)(C)C